FC1=CC=C(CN2N=C(N=C2)N2CCN(CC2)C=2C=NN3C2C=CC(=C3)C=3C=NN(C3)C)C=C1 3-(4-(1-(4-fluorobenzyl)-1H-1,2,4-triazol-3-yl)piperazin-1-yl)-6-(1-methyl-1H-pyrazol-4-yl)pyrazolo[1,5-a]pyridine